CN(CCC(=O)NC)C 3-(dimethylamino)-N-methyl-propan-amide